COC=1C=C(C=C(C1)OC)N1C(N(C2=NC(=NC=C2C1)SC)C1CC2(CN(C2)C(=O)OC(C)(C)C)C1)=O tert-butyl 6-(3-(3,5-dimethoxyphenyl)-7-(methylthio)-2-oxo-3,4-dihydropyrimido[4,5-d]pyrimidin-1(2H)-yl)-2-azaspiro[3.3]heptane-2-carboxylate